2-(1-acetylpiperidin-4-yl)-4-(3-(4-cyclopropylbenzamido)-2-methylphenyl)-1H-indole-7-carboxamide C(C)(=O)N1CCC(CC1)C=1NC2=C(C=CC(=C2C1)C1=C(C(=CC=C1)NC(C1=CC=C(C=C1)C1CC1)=O)C)C(=O)N